(1s,2e)-6-(nitrooxy)-hexanoic acid (1s,2e)-3-[(1r,2r,3s,5r)-2-[(2Z)-7-(ethylamino)-7-oxo-2-hepten-1-yl]-3,5-dihydroxycyclopentyl]-1-(2-phenylethyl)-2-propen-1-yl ester C(C)NC(CCC\C=C/C[C@@H]1[C@H]([C@@H](C[C@@H]1O)O)/C=C/[C@H](CCC1=CC=CC=C1)OC(CCCCCO[N+](=O)[O-])=O)=O